(7-oxabicyclo[2.2.1]hept-2-yl)methanesulfonic acid sodium salt [Na+].C12C(CC(CC1)O2)CS(=O)(=O)[O-]